ClC1=CC=C(C=C1)N1C(N(C(C1)=O)CC1=CC(=C(OC(C(=O)O)(C)C)C(=C1)C)C)=O 2-(4-((3-(4-chlorophenyl)-2,5-dioxoimidazolin-1-yl)methyl)-2,6-dimethylphenoxy)-2-methylpropanoic acid